(2S,4S)-1-tert-Butoxycarbonyl-4-hydroxy-4-ethyl-pyrrolidine-2-carboxylic acid C(C)(C)(C)OC(=O)N1[C@@H](C[C@](C1)(CC)O)C(=O)O